FC(C(=O)O)(F)F.C1(CC1)C=1C=C(C=CC1OC1=C2C(=NC=C1)NC=C2)N2C(N(CC2=O)C2=CC(=CC=C2)C(F)(F)F)=O 3-[3-cyclopropyl-4-(1H-pyrrolo[2,3-b]pyridin-4-yloxy)phenyl]-1-[3-(trifluoromethyl)phenyl]-2,4-imidazolidinedione trifluoroacetate